N(=[N+]=[N-])[C@](C(=O)OC)(C)C1=CC(=NC(=C1)C1=CC=C(C=C1)F)Cl |r| methyl rac-2-azido-2-(2-chloro-6-(4-fluorophenyl)pyridin-4-yl)propanoate